(3R,6S)-1-(7-(8-ethyl-7-fluoro-3-hydroxynaphthalen-1-yl)-8-fluoro-2-(((2R,7aS)-2-fluorohexahydro-1H-pyrrolizine-7a-yl)methoxy)pyrido[4,3-d]pyrimidin-4-yl)azepan-3,6-diol C(C)C=1C(=CC=C2C=C(C=C(C12)C1=C(C=2N=C(N=C(C2C=N1)N1C[C@@H](CC[C@@H](C1)O)O)OC[C@]12CCCN2C[C@@H](C1)F)F)O)F